CSC1=CC=C(C#N)C=C1 4-Methylsulfanyl-Benzonitrile